CN(CCN(C1=C(C=C(C(=C1)OC)NC1=NC=CC(=N1)C1=CN(C2=CC=CC=C12)CC(F)(F)F)NC(C=C)=O)C)C N-(2-((2-(dimethylamino)ethyl)(methyl)amino)-4-methoxy-5-((4-(1-(2,2,2-trifluoroethyl)-1H-indol-3-yl)pyrimidin-2-yl)amino)phenyl)acrylamide